3-fluoro-1-(tetrahydro-2H-pyran-2-yl)-4-(4,4,5,5-tetramethyl-1,3,2-dioxaborolan-2-yl)-1H-pyrrole FC1=CN(C=C1B1OC(C(O1)(C)C)(C)C)C1OCCCC1